C(C)(C)(C)OC(=O)N1CCC(CC1)N tert-Butoxycarbonyl-4-aminopiperidine